C[Si](C=1C=C(C=CC1)CC#N)(C)C m-trimethylsilyl-phenylacetonitrile